ClC1=NC=2CC[C@H](CC2C(=N1)NC(CN1CCC(CC1)F)C=1C=NN(C1)C)C1=CC=CC=C1 (6R)-2-chloro-N-(2-(4-fluoropiperidin-1-yl)-1-(1-methyl-1H-pyrazol-4-yl)ethyl)-6-phenyl-5,6,7,8-tetrahydroquinazolin-4-amine